C[C@H]([C-]1C=CC=C1P(C2=CC=CC=C2)C3=CC=CC=C3)P(C(C)(C)C)C(C)(C)C.[CH-]1C=CC=C1.[Fe+2] (R)-1-[(Sp)-2-(diphenylphosphino)ferrocenyl]ethyldi-tert-butylphosphine